3-methyl-4-((4-methoxybenzamido)methyl)phenylboronic acid CC=1C=C(C=CC1CNC(C1=CC=C(C=C1)OC)=O)B(O)O